FC=1C=C2C3(CN(C2=CC1)C(=O)N)CC3 5'-fluoro-1',2'-dihydrospiro[cyclopropane-1,3'-indole]-1'-carboxamide